ClC1=CC=C(C=C1)C1=CC(=NC(=N1)C=1C=NN(C1)C)C(=O)NC1=NNC2=CC=CC=C12 6-(4-chlorophenyl)-N-(1H-indazol-3-yl)-2-(1-methyl-1H-pyrazol-4-yl)pyrimidine-4-carboxamide